N-(4-(3-amino-1H-pyrazolo[4,3-c]pyridin-4-yl)benzyl)-5-fluoro-2-methoxybenzamide NC1=NNC2=C1C(=NC=C2)C2=CC=C(CNC(C1=C(C=CC(=C1)F)OC)=O)C=C2